(E)-1-((6-chloropyridin-3-yl)methyl)-2-((E)-1-nitro-3-(thiophen-2-yl)allylidene)hexahydropyrimidine ClC1=CC=C(C=N1)CN1/C(/NCCC1)=C(\C=C\C=1SC=CC1)/[N+](=O)[O-]